4-bromo-2-((4-((R)-2-(4-chlorophenyl)-2,3-dihydrobenzo[b][1,4]dioxin-5-yl)piperidin-1-yl)methyl)-1-((S)-oxetan-2-ylmethyl)-1H-benzo[d]imidazole-6-carboxylic acid BrC1=CC(=CC=2N(C(=NC21)CN2CCC(CC2)C2=CC=CC=1O[C@@H](COC12)C1=CC=C(C=C1)Cl)C[C@H]1OCC1)C(=O)O